C12(CC(C1)C2)NC(=O)C=2C(=NC=C(C2)OC[C@H](C)NS(=O)(=O)C(F)(F)F)C N-(1-bicyclo[1.1.1]pentanyl)-2-methyl-5-[(2S)-2-(trifluoromethylsulfonylamino)propoxy]pyridine-3-carboxamide